(E)-3-(3,5-difluoro-4-((1R,3R)-2-(2-fluoro-2-methylpropyl)-3-methyl-2,3,4,9-tetrahydro-1H-pyrido[3,4-b]indol-1-yl)phenyl)acrylic acid FC=1C=C(C=C(C1[C@H]1N([C@@H](CC2=C1NC1=CC=CC=C21)C)CC(C)(C)F)F)/C=C/C(=O)O